(4R,5S,6R)-3-((3S,5S)-5-((S)-3-Aminopyrrolidine-1-carbonyl)pyrrolidin-3-ylthio)-6-((R)-1-(2-ethoxy-2-oxoacetamido)ethyl)-4-methyl-7-oxo-1-azabicyclo[3.2.0]hept-2-ene-2-carboxylic acid N[C@@H]1CN(CC1)C(=O)[C@@H]1C[C@@H](CN1)SC1=C(N2C([C@@H]([C@H]2[C@H]1C)[C@@H](C)NC(C(=O)OCC)=O)=O)C(=O)O